N-((2-methoxy-5-(3-(methoxymethyl)-3-methylpyrrolidin-1-yl)phenyl)sulfonyl)-5-(1H-pyrazol-1-yl)quinoline-2-carboxamide COC1=C(C=C(C=C1)N1CC(CC1)(C)COC)S(=O)(=O)NC(=O)C1=NC2=CC=CC(=C2C=C1)N1N=CC=C1